C(C)(C)(C)CN(C(=O)OC1CCN(CC1)S(=O)(=O)C1=CC=CC=C1)[C@H]1CN(CC1)C1=NC(=NC(=C1)C=1C=NN(C1Cl)C)N 1-(phenylsulfonyl)piperidin-4-ol tert-butyl-(R)-(1-(2-amino-6-(5-chloro-1-methyl-1H-pyrazol-4-yl)pyrimidin-4-yl)pyrrolidin-3-yl)(methyl)carbamate